geranyl-geranyl diphosphate O(P([O-])(=O)OP(=O)([O-])[O-])C\C=C(/C)\CC\C=C(\CC\C=C(/C)\CCC=C(C)C)/C